8-(1-Benzyl-1H-pyrazol-4-yl)-6-chloro-9-(2,2,2-trifluoro-ethyl)-9H-pyrido[3,4-b]indole C(C1=CC=CC=C1)N1N=CC(=C1)C=1C=C(C=C2C3=C(N(C12)CC(F)(F)F)C=NC=C3)Cl